4-(N,N-dimethylcarbamoylthio)-2-methoxystyrene CN(C(=O)SC1=CC(=C(C=C)C=C1)OC)C